NC=1C=NC(=NC1)C(=O)NC1=C(C=CC(=C1)N1N=NC(=C1)C(NCCCN1CCOCC1)=O)N1CCN(CC1)C 5-amino-N-(2-(4-methylpiperazin-1-yl)-5-(4-((3-morpholinopropyl)carbamoyl)-1H-1,2,3-triazol-1-yl)phenyl)pyrimidine-2-carboxamide